ClC1=NC=CC2=C1N=CNC2=O 8-chloro-3H-pyrido[3,4-d]Pyrimidin-4-one